butyl ((1S,3S)-3-((6-(ethylthio)-1,2,4-triazin-3-yl)amino)cyclopentyl)carbamate C(C)SC1=CN=C(N=N1)N[C@@H]1C[C@H](CC1)NC(OCCCC)=O